ClC=1C(=CC(=NC1)C(F)F)CC 5-Chloro-2-(difluoromethyl)-4-ethylpyridine